3-[(Benzo[d][1,3]dioxolan-4-yl)-oxy]-3-(2-fluorophenyl)-N-methylpropylamine O1COC2=C1C=CC=C2OC(CCNC)C2=C(C=CC=C2)F